C(#N)C=1C=C(C=CC1F)NC(=O)C1=C(N(C(=C1C)C(C(NC1COCC1)=O)=O)C)C N-(3-cyano-4-fluorophenyl)-1,2,4-trimethyl-5-(2-oxo-2-((tetrahydrofuran-3-yl)amino)acetyl)-1H-pyrrole-3-carboxamide